(E)-N-(4,4-difluorocyclohexyl)-2-(3,5-dimethyl-1H-pyrazol-1-yl)-6-(2-ethoxyvinyl)pyrimidin-4-amine FC1(CCC(CC1)NC1=NC(=NC(=C1)\C=C\OCC)N1N=C(C=C1C)C)F